C(#C)C1=NC(=CC(=N1)OC)OC 2-ethynyl-4,6-dimethoxypyrimidine